C(C)(C)(C)OC(NC1(CCC(CC1)N1C2=NC(=NC=C2NC1=O)Cl)C)=O (4-(2-chloro-8-oxo-7,8-dihydro-9H-purin-9-yl)-1-methylcyclohexyl)carbamic acid tert-butyl ester